1-oxo-2-azaspiro[4.5]decane-2-carboxylic acid tert-butyl ester C(C)(C)(C)OC(=O)N1C(C2(CC1)CCCCC2)=O